[Cl-].COC(OC)[SiH2]CCC[N+](CCCCCCCCCCCCCCCCCC)(C)C 3-(dimethoxymethylsilyl)propyl-dimethyloctadecyl-ammonium chloride